C(C)(C)(C)[Si](OC)(OC)N(CC)CC t-butyldiethylaminodimethoxysilane